2-chloro-N-(5-methoxy-1H-pyrazol-3-yl)quinazolin-4-amine ClC1=NC2=CC=CC=C2C(=N1)NC1=NNC(=C1)OC